tert-butyl (2S,3R)-3-((1,3-dioxoisoindolin-2-yl)methyl)-1-(6-methyl-4-(trifluoromethyl)pyridin-2-yl)-5-oxopyrrolidine-2-carboxylate O=C1N(C(C2=CC=CC=C12)=O)C[C@@H]1[C@H](N(C(C1)=O)C1=NC(=CC(=C1)C(F)(F)F)C)C(=O)OC(C)(C)C